FC1(CNC1)C[N+]1=CNC=C1 3-((3-fluoroazetidin-3-yl)methyl)-1H-imidazol-3-ium